[N+](=O)([O-])[C@@]1([C@H](O)[C@H](O)[C@@H](CO)O1)N1C=NC=2C(=O)NC(N)=NC12 (nitro)guanosine